4-bromo-5-isopropylisoxazole BrC=1C=NOC1C(C)C